CC1=CC2=C(C3=CC=CC=C3C(=C2C=C1)OCC(CCCC)CC)OCC(CCCC)CC 2-methyl-9,10-bis(2-ethylhexyl-oxy)anthracene